4-N-Cyclopropylpiperazin-1,4-disulfonamid C1(CC1)NS(=O)(=O)N1CCN(CC1)S(=O)(=O)N